[Zn].CC=1NC=CN1 Methyl-imidazole zinc salt